1-(2-((1R,3S,5R)-3-((6-bromopyrazin-2-yl)carbamoyl)-5-methyl-2-azabicyclo[3.1.0]hexan-2-yl)-2-oxoethyl)-7-methyl-5-(2-methylpyrimidin-5-yl)-1H-pyrazolo[3,4-c]pyridine-3-carboxamide BrC1=CN=CC(=N1)NC(=O)[C@H]1N([C@@H]2C[C@@]2(C1)C)C(CN1N=C(C=2C1=C(N=C(C2)C=2C=NC(=NC2)C)C)C(=O)N)=O